BrC=1C=C2CCCNC2=CC1C1CC1 6-bromo-7-cyclopropyl-1,2,3,4-tetrahydroquinoline